NC1=CC=C(C=N1)C1=NN2C(N=C(C(=C2OC)C2=CC=C(C=C2)OC)NC2=NC=CC=C2)=C1C1=CCCCC1 2-(6-Aminopyridin-3-yl)-3-(cyclohex-1-en-1-yl)-7-methoxy-6-(4-methoxyphenyl)-N-(pyridin-2-yl)pyrazolo[1,5-a]Pyrimidine-5-amine